C(C)OC(=O)C=1C(=NC(=CC1)C1=CC=C(C=C1)C(C)(C)C)C 6-(4-tert-butylphenyl)-2-methyl-pyridine-3-carboxylic acid ethyl ester